P(=O)(OC1=C(C=CC=C1C(C)(C)C)C(C)(C)C)(OC1=C(C=CC=C1C(C)(C)C)C(C)(C)C)OC1=C(C=CC=C1C(C)(C)C)C(C)(C)C tris(2,6-di-tert-butylphenyl) phosphate